CS(=O)(=O)OCC=1C=C(C=CC1)NC=1N=CC2=C(N1)N(C(C=C2)=O)CCC2CN(C2)C(=O)OC(C)(C)C tert-butyl 3-(2-(2-((3-(((methylsulfonyl)oxy)methyl)phenyl)amino)-7-oxopyrido[2,3-d]pyrimidin-8(7H)-yl)ethyl)azetidine-1-carboxylate